COC1=NC=C(C(=N1)OC)C=1C=CC=2N(N1)C=CN2 6-(2,4-dimethoxypyrimidin-5-yl)imidazo[1,2-b]pyridazine